5-ethoxy-7,7,9-trimethyl-2-phenyl-7H-indeno[2,1-c]isoquinoline C(C)OC1=NC2=C(C3=CC(=CC=C13)C1=CC=CC=C1)C1=CC=C(C=C1C2(C)C)C